[18F][C@@H](C=O)[C@@H](O)[C@H](O)[C@H](O)CO 2-Deoxy-2-[18F]-fluoro-D-glucose